S(=O)(=O)([O-])C1=CC=C(C)C=C1.N[C@@H](CC(C)C)C(=O)OCCCCCCCCCCCCCCCC.[NH4+] Ammonium hexadecyl L-leucinate tosylate salt